4-(4-bromo-2-oxo-2,3-dihydro-1H-1,3-benzodiazol-1-yl)-N-(3-hydroxyphenyl)cyclohexane-1-carboxamide BrC1=CC=CC=2N(C(NC21)=O)C2CCC(CC2)C(=O)NC2=CC(=CC=C2)O